OC1=C2C(C=C(OC2=C(C=C1)C=1C=CC(=C2C(C=C(OC12)C(CC(=O)OC)C)=O)O)C(CC(=O)OC)C)=O Dimethyl 3,3'-(5,5'-Dihydroxy-4,4'-dioxo-4H,4'H-[8,8'-bichromene]-2,2'-diyl)dibutanoate